C[C@@H]1CN(C[C@@H](O1)C)C1=NN(C=2C=CC=C(C12)C1=C(C=C2C=NN(C2=C1)C)F)CC(=O)NCC(=O)NCC(=O)OC methyl 2-[2-(2-{3-[(2R,6S)-2,6-dimethylmorpholin-4-yl]-5'-fluoro-1'-methyl-[4,6'-biindazol]-1-yl}acetamido)acetamido]acetate